benzenepropanoic acid, 3,5-bis(1,1-dimethylethyl)-4-hydroxy-isooctyl ester C1(=CC=CC=C1)CCC(=O)OCCC(C(C(C(C)C)C(C)(C)C)O)C(C)(C)C